BrC=1C=C(C=C(C1)NS(=O)(=O)C)C1=NN(C=C1C(=O)N)C1=NC=CC=N1 (3-bromo-5-(methylsulfonylamino)phenyl)-1-(pyrimidin-2-yl)-1H-pyrazole-4-carboxamide